methyl fluoroacetate bis(2,2-difluoroethyl)carbonate FC(COC(OCC(F)F)=O)F.FCC(=O)OC